4-amino-7-{(1S)-1-[1-(2,4-difluorophenyl)-1H-pyrazol-4-yl]propyl}-5-[2-(trifluoromethyl)pyrimidin-5-yl]-7H-pyrrolo[2,3-d]pyrimidine-6-carbonitrile NC=1C2=C(N=CN1)N(C(=C2C=2C=NC(=NC2)C(F)(F)F)C#N)[C@@H](CC)C=2C=NN(C2)C2=C(C=C(C=C2)F)F